FC1(C(C1)NC(=S)NC=1C(=NN2C1N=C(C=C2)N2[C@H](CCC2)C2=C(C=CC(=C2)F)F)F)F 1-(2,2-difluorocyclopropyl)-3-(5-((R)-2-(2,5-difluorophenyl)pyrrolidin-1-yl)-2-fluoropyrazolo[1,5-a]pyrimidin-3-yl)thiourea